3-(pyridin-2-yl)-1-(4-(quinoxalin-2-yloxy)phenyl)chalcone N1=C(C=CC=C1)C=1CC(C=CC1)(\C=C\C(=O)C1=CC=CC=C1)C1=CC=C(C=C1)OC1=NC2=CC=CC=C2N=C1